C1OCC12CNC(C2)=O 2-oxa-6-aza-spiro[3.4]octan-7-one